benzyl 6-(7-(3,4-dimethoxyphenyl)pyrazolo[1,5-a]pyrimidine-2-carboxamido)nicotinate COC=1C=C(C=CC1OC)C1=CC=NC=2N1N=C(C2)C(=O)NC2=NC=C(C(=O)OCC1=CC=CC=C1)C=C2